ClC1=C(C=CC(=C1)Cl)N=C=O 2,4-dichlorophenyl isocyanate